S(=O)(=O)(O)[O-].C(CCC)[N+](CCCC)(CCCC)CCCC Tetrabutylammonium Hydrogensulfate